tert-butyl 7-[7-({4-[2-(azetidin-1-yl)acetamido]-3-methylphenyl}amino)-1,2,3,4-tetrahydro-2,6-naphthyridin-2-yl]-8-methyl-1H,2H,3H-pyrido[2,3-b][1,4]oxazine-1-carboxylate N1(CCC1)CC(=O)NC1=C(C=C(C=C1)NC1=NC=C2CCN(CC2=C1)C1=C(C2=C(OCCN2C(=O)OC(C)(C)C)N=C1)C)C